FC1=CC(=C(C=C1)C1=CC(=CC=C1)C1=NC2=C(N1)C(=CC(=C2)CN[C@@H]2[C@H](CCC2)O)C(F)(F)F)C2=NN=CN2C (1S,2S)-2-(((2-(4'-Fluoro-2'-(4-methyl-4H-1,2,4-triazol-3-yl)-[1,1'-biphenyl]-3-yl)-7-(trifluoromethyl)-1H-benzo[d]imidazol-5-yl)methyl)amino)cyclopentan-1-ol